[Na].C12(C(=O)CC(CC1)C2(C)C)C camphor sodium